FC(F)C1=NC(=CC(=C1C(=O)NC=1SC2=C(C=NC(=C2)C(C)C)N1)C1=CC=NC=C1OC)N1N=CC=CC1=O (difluoromethyl)-N-(6-isopropylthiazolo[4,5-c]pyridin-2-yl)-5'-methoxy-6-(6-oxopyridazin-1(6H)-yl)-[4,4'-bipyridine]-3-carboxamide